6,8-Dichloropyrido[3,4-d]pyrimidin-4-ol ClC1=CC2=C(N=CN=C2O)C(=N1)Cl